N-(3-(N-(4-methoxyphenyl)sulfamoyl)phenyl)-5-methylpyrazine-2-carboxamide COC1=CC=C(C=C1)NS(=O)(=O)C=1C=C(C=CC1)NC(=O)C1=NC=C(N=C1)C